N-[(6-Amino-2-pyridyl)sulfonyl]-6-(2-methylindazol-6-yl)-2-(2,4,6-trimethylphenoxy)pyridin-3-carboxamid NC1=CC=CC(=N1)S(=O)(=O)NC(=O)C=1C(=NC(=CC1)C=1C=CC2=CN(N=C2C1)C)OC1=C(C=C(C=C1C)C)C